(E)-methyl 3-aminopent-2-enoate N/C(=C/C(=O)OC)/CC